OC1=C(C(=CC(=C1)C(F)(F)F)C)C=1C=CC=2C(N1)=NN(C2)C2CNC(NC2)=O 5-[6-[2-hydroxy-6-meth-yl-4-(trifluoromethyl)-phenyl]pyrazolo[3,4-b]pyridin-2-yl]hexahydro-pyrimidin-2-one